Z-butyl 4-[[1-(1,2,3,4-tetrahydroquinolin-5-yl)-4-piperidyl]oxy]piperidine-1-carboxylate N1CCCC2=C(C=CC=C12)N1CCC(CC1)OC1CCN(CC1)C(=O)OCCCC